5-(((6-hydroxy-7-methoxyisoquinolin-1-yl)oxy)methyl)pyrrolidin-2-one OC=1C=C2C=CN=C(C2=CC1OC)OCC1CCC(N1)=O